Tetrabutylammonium tri-fluoromethanesulfonate FC(S(=O)(=O)[O-])(F)F.C(CCC)[N+](CCCC)(CCCC)CCCC